[Ca].[Cr].[Cu] copper-chromium-calcium